OC1=C(C(=CC(=C1)O)OC)C(\C=C\C1=CC(=C(C=C1)O)OCC=C(C)C)=O (E)-1-(2,4-Dihydroxy-6-methoxyphenyl)-3-[4-hydroxy-3-(3-methylbut-2-enoxy)phenyl]prop-2-en-1-one